C(=O)(OCC1C2=CC=CC=C2C2=CC=CC=C12)N[C@H](CC1=CC=C(C=C1)O)C(=O)O fmoc-D-tyrosine